BrC1=CC(=C(C=C1)C(C)(C)OCCNC(OC)=O)C methyl (2-((2-(4-bromo-2-methylphenyl)propan-2-yl)oxy)ethyl)carbamate